C(CO)(=O)O.ClC1=C(OC(=O)NC=2C=C3C=4CC(CCC4NC3=CC2)CNCCC=2C=NN(C2)C(C)C)C=CC=C1 6-(2-chlorophenoxy)carbonylamino-3-(2-(1-isopropyl-1H-pyrazol-4-yl)ethyl)aminomethyl-1,2,3,4-tetrahydro-9H-carbazole glycolate